O=C(COCCNC(OC(C)(C)C)=O)C1=CC2=C(NC(O2)=O)C=C1 tert-Butyl N-[2-[2-oxo-2-(2-oxo-3H-1,3-benzoxazol-6-yl)ethoxy]ethyl]carbamate